ClC1=CC=C(C=C1)C=1OC(=CN1)C(=O)N[C@H](C(N[C@H](C(C=1SC=CN1)O)CCC(F)(F)F)=O)C 2-(4-chlorophenyl)-N-((2S)-1-oxo-1-(((2S)-5,5,5-trifluoro-1-hydroxy-1-(thiazol-2-yl)pentan-2-yl)amino)propan-2-yl)oxazole-5-carboxamide